FC(C1=CC=C(C=C1)C1=CC=C(C=C1)[C@H](CCC)N1N=CC2=CC(=CC=C12)C(=O)NCCC(=O)O)(F)F (S)-3-(1-(1-(4'-(trifluoromethyl)-[1,1'-biphenyl]-4-yl)butyl)-1H-indazole-5-carboxamido)propionic acid